N1(C=NC=C1)C=1C=C(NC(C1)=O)C(=O)NC1CCC(CC1)OC 4-(1H-imidazol-1-yl)-N-((1r,4r)-4-methoxycyclohexyl)-6-oxo-1,6-dihydropyridine-2-carboxamide